(3R,4R)-3,4-dihydroxypyrrolidin O[C@@H]1CNC[C@H]1O